2-(3-(4-(difluoro-methyl)-5-isopropoxy-pyridin-2-yl)-1,2,4-thiadiazol-5-ylamino)-N,N-dimethyl-nicotinamide FC(C1=CC(=NC=C1OC(C)C)C1=NSC(=N1)NC1=C(C(=O)N(C)C)C=CC=N1)F